(R)-2-amino-3-(4-methylquinoline-6-carboxamido)propanoic acid N[C@@H](C(=O)O)CNC(=O)C=1C=C2C(=CC=NC2=CC1)C